(S)-2-((7-(2-((4-chloro-2-fluorobenzyl)oxy)pyrimidin-4-yl)-5-fluoro-2,3-dihydrobenzofuran-4-yl)methyl)-4-methoxy-1-(oxetane-2-ylmethyl)-1H-benzo[d]imidazole-6-carboxylic acid ClC1=CC(=C(COC2=NC=CC(=N2)C2=CC(=C(C=3CCOC32)CC3=NC2=C(N3C[C@H]3OCC3)C=C(C=C2OC)C(=O)O)F)C=C1)F